ClCC(=O)NC1(C(CC(CC1)C)=O)C1=CC=CC=C1 2-chloro-N-(4-methyl-2-oxo-1-phenylcyclohexyl)acetamide